1-{2-[(trifluoromethyl)oxy]phenyl}hexan-1-ol FC(OC1=C(C=CC=C1)C(CCCCC)O)(F)F